N-(6-((2-Fluoro-6-methylphenyl)amino)-1H-indazol-3-yl)-4-(1-methylpiperidin-4-yl)benzamid FC1=C(C(=CC=C1)C)NC1=CC=C2C(=NNC2=C1)NC(C1=CC=C(C=C1)C1CCN(CC1)C)=O